9,9'-(3-bromo-[1,1'-biphenyl]-2,4-diyl-2',3',4',5',6'-d5)bis(9H-carbazole-1,2,3,4,5,6,7,8-d8) BrC=1C(=C(C=CC1N1C2=C(C(=C(C(=C2C=2C(=C(C(=C(C12)[2H])[2H])[2H])[2H])[2H])[2H])[2H])[2H])C1=C(C(=C(C(=C1[2H])[2H])[2H])[2H])[2H])N1C2=C(C(=C(C(=C2C=2C(=C(C(=C(C12)[2H])[2H])[2H])[2H])[2H])[2H])[2H])[2H]